ClC1=C(C=C(OCC=2C=C(C=CC2)B(O)O)C=C1)C 3-[(4-CHLORO-3-METHYLPHENOXY)METHYL]PHENYLBORONIC ACID